4-(4-(3-(trifluoromethyl)benzoyl)-3,4-dihydro-2H-pyrido[4,3-b][1,4]thiazin-8-yl)benzonitrile FC(C=1C=C(C(=O)N2C3=C(SCC2)C(=CN=C3)C3=CC=C(C#N)C=C3)C=CC1)(F)F